5-ethynyl-2,4-diaminopyrimidine C(#C)C=1C(=NC(=NC1)N)N